BrC=1C=C2C(N(C(=NC2=CC1)[C@@H](CCC)N1C[C@@H](NCCC1)C)CC)=O 6-bromo-3-ethyl-2-((R)-1-((S)-3-methyl-1,4-diazepan-1-yl)butyl)quinazolin-4(3H)-one